CC(C1=CC=CC=C1)NC(=O)C2=CC=CC=C2 N-(1-Phenylethyl)benzamide